dicyclohexyl-(2,5-diisocyanato-2-pentene) C1(CCCCC1)C(C(=CCCN=C=O)N=C=O)C1CCCCC1